ClC1=C(C=CC2=C1COC1=NC3=C(C(NC(CO2)C)=O)C=NN3C=C1)F 12-chloro-11-fluoro-6-methyl-6,7-dihydro-13H-1,15-ethenopyrazolo[4,3-f][1,10,4,8]benzodioxadiazacyclotridecin-4(5H)-one